C(C)(=O)OC1=C(C(N(N=C1C)C)=O)C1=C(OC2=C1C=C(C=C2C)C)C 5-(acetoxy)-2,6-dimethyl-4-(2,5,7-trimethyl-3-benzofuranyl)-3(2H)-pyridazinone